B([C@H](CCCN=C(N)N)NC(=O)[C@@H]1CCCN1C(=O)[C@@H](CC2=CC=CC=C2)NC(=O)C)(O)O The molecule is a C-terminal boronic acid petide that is N-acetyl-D-phenylalanyl-L-prolyl-L-arginine in which the C-termnal carboxy group has been replaced by a borono (-B(OH)2) group. A thrombin (Factor IIa) inhibitor, thereby acting as an anticoagulant. It has a role as an EC 3.4.21.5 (thrombin) inhibitor and an anticoagulant. It is a C-terminal boronic acid peptide, a member of acetamides and a member of guanidines. It is a conjugate base of an Ac-(D)Phe-Pro-boroArg-OH(1+).